I.[NH4+] ammonium hydriodide